OC1=CC=C(C=C1)C(C)(C1=CC2=CC=CC=C2C=C1)C1=CC=C(C=C1)O bis-(4-hydroxyphenyl)-1-(2-naphthyl)-ethane